FC1=C(C=CC=C1F)CN1C(CCC1=O)CC(=O)OCCS(=O)C1=CC=C(C=C1)OC 2-(4-methoxyphenyl)sulfinylethyl 2-[1-[(2,3-difluorophenyl)methyl]-5-oxopyrrolidin-2-yl]acetat